10-fluoro-3,9-dimethyl-3,4,7,15-tetraazatricyclo[12.3.1.02,6]Octadeca-1(18),2(6),4,14,16-pentaen-8-one trifluoroacetate salt FC(C(=O)O)(F)F.FC1C(C(NC=2C=NN(C2C=2C=CN=C(CCC1)C2)C)=O)C